CCOC1=CC2=C(C=C1)NC(C=C2C)(C)C The molecule is a quinoline that is 1,2-dihydroquinoline bearing three methyl substituents at position 2, 2 and 4 as well as an ethoxy substituent at position 6. It has a role as an agrochemical, a herbicide, an UDP-glucuronosyltransferase activator, a neuroprotective agent, a Hsp90 inhibitor, a genotoxin and a food antioxidant. It is a member of quinolines and an aromatic ether.